sodium tetrakis(3,4,5,6-tetrafluorophenyl)borate FC=1C=C(C(=C(C1F)F)F)[B-](C1=CC(=C(C(=C1F)F)F)F)(C1=CC(=C(C(=C1F)F)F)F)C1=CC(=C(C(=C1F)F)F)F.[Na+]